C(#N)C1=CC(=C(C=C1)N1CC(N(C2(CN(C2)C(=O)NC)C1=O)CC1=CC=C(C=C1)C(F)(F)F)=O)F 8-(4-cyano-2-fluoro-phenyl)-N-methyl-6,9-dioxo-5-(4-(trifluoromethyl)-benzyl)-2,5,8-triazaspiro-[3.5]nonane-2-carboxamide